1,1-dicarboxy(2,2-dimethylpropyl)-4,4-diphenylbutadiene C(=O)(O)C(=C(C=C(C1=CC=CC=C1)C1=CC=CC=C1)CC(C)(C)C)C(=O)O